Cl.C12CC(CC(CC1)N2)O 8-azabicyclo[3.2.1]octane-3-ol HCl